The molecule is an organic heterotricyclic compound and tetramic acid derivative originally isolated from an unidentified oligosporic actinomycete strain (no. E864-861) and found to be active against both Gram-positive and Gram-negative anaerobic bacteria as well as some aerobic bacteria such as Streptococci. The methyl ester of nocamycin E. It has a role as an antibacterial agent and a bacterial metabolite. It is a spiroketal, a methyl ester, a gamma-lactam, an organic heterotricyclic compound, an olefinic compound, an enol and a member of tetramic acids. It derives from a nocamycin E. It is a conjugate acid of a nocamycin I(1-). C[C@H]1[C@H]2C(=O)C[C@]3([C@@](O2)([C@H]([C@H](O3)C)C(=O)OC)O[C@@H]1[C@H](C)/C=C(\\C)/C=C/C(=C\\4/C(=O)CNC4=O)/O)C